5-(2-chloro-4-(difluoromethoxy)phenyl)-1-methyl-7-(trifluoromethyl)-1,5-dihydro-4H-imidazo[4,5-c][1,8]Naphthyridin-4-one ClC1=C(C=CC(=C1)OC(F)F)N1C(C2=C(C=3C=CC(=NC13)C(F)(F)F)N(C=N2)C)=O